The molecule is a carboxylic ester resulting from the formal condensation of caffeic acid with the hydroxy group at position 6 of the terminal glucose residue of quercetin 3-O-beta-D-glucosyl-(1->2)-beta-D-glucoside. It is a tetrahydroxyflavone and a carboxylic ester. It derives from a quercetin 3-O-beta-D-glucosyl-(1->2)-beta-D-glucoside and a trans-caffeic acid. It is a conjugate acid of a quercetin 3-O-[(6-O-caffeoyl-beta-D-glucosyl)-(1->2)-beta-D-glucoside](2-). C1=CC(=C(C=C1/C=C/C(=O)OC[C@@H]2[C@H]([C@@H]([C@H]([C@@H](O2)O[C@@H]3[C@H]([C@@H]([C@H](O[C@H]3OC4=C(OC5=CC(=CC(=C5C4=O)O)O)C6=CC(=C(C=C6)O)O)CO)O)O)O)O)O)O)O